C[Si](CCCN=C=O)(OC)OC γ-methyldimethoxysilylpropylisocyanate